BrC1C2=CC=CC=C2C=2C=CC=CC12 9-bromo-9H-fluorene